NC=1SC2=C(N1)C(=CC=C2)CN2[C@H](C1N(N(CC(N1[C@H](C2=O)CC2=CC=C(C=C2)O)=O)C)C(=O)NCC2=CC=CC=C2)C (6S,9S)-8-((2-aminobenzo[d]thiazol-4-yl)methyl)-N-benzyl-6-(4-hydroxybenzyl)-2,9-dimethyl-4,7-dioxooctahydro-1H-pyrazino[2,1-c][1,2,4]triazine-1-carboxamide